2-[(2R)-3-(3,4-Dihydro-1H-isochinolin-2-yl)-2-hydroxypropyl]-6-[2-(4-pyridyl)ethynyl]-3,4-dihydroisochinolin-1-on C1N(CCC2=CC=CC=C12)C[C@H](CN1C(C2=CC=C(C=C2CC1)C#CC1=CC=NC=C1)=O)O